ClC=1C=C(C=CC1OC)C1=NOC(=C1)CO\N=C(/C)\C1=CC=C(C=C1)OC (E)-1-(4-methoxyphenyl)ethan-1-one O-((3-(3-chloro-4-methoxyphenyl)isoxazol-5-yl)methyl) oxime